ClC1=CC=2C3(OCC(C2S1)(C)C)CCN(CC3)C(=O)OC(C)(C)C tert-butyl 2'-chloro-7',7'-dimethyl-6',7'-dihydrospiro[piperidine-4,4'-thieno[3,2-c]pyran]-1-carboxylate